2-(hydroxycarbamoyl)-N-[4-[[4-[[(4-isopropoxyphenyl)sulfonylamino]methyl]triazol-1-yl]methyl]phenyl]-4-methyl-pentanamide ONC(=O)C(C(=O)NC1=CC=C(C=C1)CN1N=NC(=C1)CNS(=O)(=O)C1=CC=C(C=C1)OC(C)C)CC(C)C